5-(N-(2-(4-(1H-Pyrazole-3-carbonyl)piperazin-1-yl)phenyl)-N-phenethylsulfamoyl)-3-methylbenzofuran N1N=C(C=C1)C(=O)N1CCN(CC1)C1=C(C=CC=C1)N(S(=O)(=O)C=1C=CC2=C(C(=CO2)C)C1)CCC1=CC=CC=C1